hexadecyltrimethyl-ammonium para-toluenesulfonate CC1=CC=C(C=C1)S(=O)(=O)[O-].C(CCCCCCCCCCCCCCC)[N+](C)(C)C